[C@H]1(CCC2=CC=CC=C12)NC(C1=CC=C(S1)C1=C(C(=NC(=C1C(N)=O)CC(C)C)CCC1=CC=C(C=C1)F)C1=NC(=NO1)C)=O N-[(R)-1-indanyl]-5-{5-carbamoyl-2-[2-(p-fluorophenyl)ethyl]-6-isobutyl-3-(3-methyl-1,2,4-oxadiazol-5-yl)-4-pyridyl}-2-thenamide